(5R,6R)-3-(6-fluoro-1H-indol-3-yl)-5,6-diphenyl-5,6-dihydropyrazin-2(1H)-one FC1=CC=C2C(=CNC2=C1)C=1C(N[C@@H]([C@H](N1)C1=CC=CC=C1)C1=CC=CC=C1)=O